CC=1C=NN(N1)C1=CC=CC=C1 5-methyl-2-phenyl-1,2,3-triazole